(R)-N-(2-(4-Cyanothiazolidin-3-yl)-2-oxoethyl)-6-(1-isopropyl-1H-pyrazol-5-yl)quinoline-4-carboxamide C(#N)[C@H]1N(CSC1)C(CNC(=O)C1=CC=NC2=CC=C(C=C12)C1=CC=NN1C(C)C)=O